4-(Bicyclo[1.1.1]pentan-1-ylamino)-3-(3-methoxy-2,2-dimethylpropoxy)-N-(5-(5-methyl-1H-pyrazol-1-yl)-1,3,4-thiadiazol-2-yl)-2-oxo-2H-pyran-6-carboxamide C12(CC(C1)C2)NC2=C(C(OC(=C2)C(=O)NC=2SC(=NN2)N2N=CC=C2C)=O)OCC(COC)(C)C